(R)-glycidylbenzylether C([C@H]1CO1)OCC1=CC=CC=C1